2-(tert-Butoxycarbonylamino)-5-[(2,2-difluoro-5-prop-2-ynyloxy-pentyl)amino]-4-(2,3,6-trifluorophenyl)hexanoic acid C(C)(C)(C)OC(=O)NC(C(=O)O)CC(C(C)NCC(CCCOCC#C)(F)F)C1=C(C(=CC=C1F)F)F